5-(3-fluoro-4-methoxyphenyl)-1-methyl-1H-benzo[d]imidazol-6-amine FC=1C=C(C=CC1OC)C1=CC2=C(N(C=N2)C)C=C1N